N-(1-(difluoromethyl)-2-oxo-1,2-dihydropyridin-3-yl)-7-isopropoxy-2-((1S,4R)-1-methyl-2-oxabicyclo[2.2.1]hept-4-yl)imidazo[1,2-a]pyrimidine-6-carboxamide FC(N1C(C(=CC=C1)NC(=O)C=1C(=NC=2N(C1)C=C(N2)[C@@]21CO[C@@](CC2)(C1)C)OC(C)C)=O)F